2,3-dihydro-benzofuran-5-carboxylic acid [2-(3-dimethylaminomethyl-pyrrolidin-1-yl)-benzooxazol-5-yl]-amide CN(C)CC1CN(CC1)C=1OC2=C(N1)C=C(C=C2)NC(=O)C=2C=CC1=C(CCO1)C2